(E)-4-(2-chlorophenyl)-2-[1-propyl-2-(2-carboxybenzylidene)hydrazino]thiazole ClC1=C(C=CC=C1)C=1N=C(SC1)N(/N=C/C1=C(C=CC=C1)C(=O)O)CCC